3-(4-amino-2,3-dihydro-1H-inden-5-yl)phenol NC1=C2CCCC2=CC=C1C=1C=C(C=CC1)O